isopropyl pyridinylacetate N1=C(C=CC=C1)CC(=O)OC(C)C